FC(OC1=CC=C(C=C1)C1=C2C(=NC(=C1)CNC(C=C)=O)OC=N2)(F)F N-[[7-[4-(trifluoromethoxy)phenyl]oxazolo[5,4-b]pyridin-5-yl]methyl]prop-2-enamide